C1(CC1)C1=NC=NC(=C1C1=NN2C(N(C(CC2)=O)CC2=C(C=C(C(=C2)F)C=2N(C=C(N2)C(F)(F)F)C(C)C)OC)=N1)OC 2-(4-cyclopropyl-6-methoxypyrimidin-5-yl)-4-(5-fluoro-4-(1-isopropyl-4-(trifluoromethyl)-1H-imidazol-2-yl)-2-methoxybenzyl)-6,7-dihydro-[1,2,4]triazolo[1,5-a]pyrimidin-5(4H)-one